FC(C(=C(C(F)(F)F)Cl)Cl)(F)F hexafluoro-2,3-dichloro-2-butene